4-(4-(((R)-1-(3-(difluoromethyl)-2-fluorophenyl)ethyl)amino)-2-methyl-8,9-dihydrofuro[2,3-h]quinazolin-6-yl)cyclohex-3-enecarboxylic acid FC(C=1C(=C(C=CC1)[C@@H](C)NC1=NC(=NC2=C3C(=C(C=C12)C1=CCC(CC1)C(=O)O)OCC3)C)F)F